[Ga].[Pu] plutonium-gallium